2-((2S,5R)-4-(cyclopropylmethyl)-2,5-dimethylpiperazin-1-yl)-5-(7,8-dimethyl-[1,2,4]triazolo[1,5-a]pyridin-6-yl)-6-isopropyl-4H-pyrrolo[3,2-d]thiazole C1(CC1)CN1C[C@@H](N(C[C@H]1C)C=1SC2=C(N1)C(=C(N2)C=2C(=C(C=1N(C2)N=CN1)C)C)C(C)C)C